6-chloro-7-(4-fluoro-2-hydroxyphenyl)-4-((2S)-2-methyl-4-(2-propenoyl)-1-piperazinyl)-1-(2-(2-propanyl)phenyl)pyrido[2,3-d]pyrimidin-2(1H)-one ClC1=CC2=C(N(C(N=C2N2[C@H](CN(CC2)C(C=C)=O)C)=O)C2=C(C=CC=C2)C(C)C)N=C1C1=C(C=C(C=C1)F)O